[Cl-].FC1(CC(C1)C=1C=CC(=NC1)[NH2+]CC1=CC=CC=C1)F (S)-(5-(3,3-difluorocyclobutyl)pyridin-2-yl)(phenyl)methylammonium chloride